benzyl 3-(2,2-difluoroethyl)-3-isocyanatopiperidine-1-carboxylate FC(CC1(CN(CCC1)C(=O)OCC1=CC=CC=C1)N=C=O)F